ClC1=CC=C(C=C1)NC(=O)N1[C@H](C[C@H](C1)O)C(=O)NC1=C(C=CC(=C1)C(CCC1CC1)(C=1C=NC=CC1)NS(=O)(=O)C(C)(C)C)F (2R,4R)-N1-(4-chlorophenyl)-N2-(5-(3-cyclopropyl-1-((S)-1,1-dimethylethyl-sulfonamido)-1-(pyridin-3-yl)propyl)-2-fluorophenyl)-4-hydroxypyrrolidine-1,2-dicarboxamide